N4'-(6-(2H-1,2,3-triazol-2-yl)-5-(trifluoromethyl)pyridin-3-yl)-3'-methyl-[1,1'-Biphenyl]-3,4'-dicarboxamide N=1N(N=CC1)C1=C(C=C(C=N1)NC(=O)C1=C(C=C(C=C1)C1=CC(=CC=C1)C(=O)N)C)C(F)(F)F